C(CCCCCC)(=O)[O-].C(CCCCCC)(=O)O.[K+] potassium enanthate (heptanoate)